C(C)(=O)OC12C(=CC3=CC=CC=C13)C2 methanoinden-1-yl acetate